Cl.N(C(=N)N)C1=C(C#N)C=CC=C1 guanidinobenzonitrile hydrochloride